C(CCCCCCCCCCC)OCCCN 3-lauryloxypropylamine